ClC1=C(C=CC=C1C=1C=NC=CC1)N1C=NC(=C1)C1=NC(=NC=C1C(F)(F)F)NC1CCN(CC1)S(=O)(=O)C 4-(1-(2-chloro-3-(Pyridin-3-yl)phenyl)-1H-imidazol-4-yl)-N-(1-(methyl-sulfonyl)piperidin-4-yl)-5-(trifluoro-methyl)pyrimidin-2-amine